C(C)(=O)N1N=CC(=C1)/C=C/C1=NNC2=CC=C(C=C12)NS(=O)(=O)C1=CC(=CC(=C1)F)F (E)-N-(3-(2-(1-acetyl-1H-pyrazol-4-yl)vinyl)-1H-indazol-5-yl)-3,5-difluorobenzenesulfonamide